FC=1C=C(C=C)C=CC1 3-Fluorostyrol